2-(1H-indol-4-yl)-7-methoxy-6-(methoxy-d3)-4-(piperidine-1-carbonyl)isoquinolin-1(2H)-one N1C=CC2=C(C=CC=C12)N1C(C2=CC(=C(C=C2C(=C1)C(=O)N1CCCCC1)OC([2H])([2H])[2H])OC)=O